[N+](=O)([O-])C=1C=CC(=NC1)OCCO 2-((5-Nitropyridin-2-yl)oxy)ethanol